Ethyl methacrylate C(C(=C)C)(=O)OCC